OC=1C(NC(NC1O)=O)=O 5,6-dihydroxyuracil